4-methyl-phenyl-1,4-hexadiene CC1=CC=C(C=C1)C=CCC=CC